[Pb].[Au].[Ag].[Sn] tin-silver-gold lead